CN1[C@@H](CCC1=O)C2=CN=CC=C2 The molecule is an N-alkylpyrrolidine that consists of N-methylpyrrolidinone bearing a pyridin-3-yl substituent at position C-5 (the 5S-enantiomer). It is an alkaloid commonly found in Nicotiana tabacum. It has a role as a biomarker, an antidepressant, a plant metabolite and a human xenobiotic metabolite. It is a N-alkylpyrrolidine, a member of pyridines, a pyrrolidine alkaloid and a member of pyrrolidin-2-ones.